C1(=CC=CC=C1)P(C1=C(C=CC=C1)C)(C1=CC=CC=C1)=O diphenyl-(o-tolyl)phosphine oxide